COC(CC1=NC2=C(N1)C=C(C=C2C(NC2=C(C(=CC=C2)Cl)C)=O)NC(=O)C2=C(C=CC=C2)C(F)(F)F)=O {4-[(3-chloro-2-methylphenyl)carbamoyl]-6-({[2-(trifluoromethyl)phenyl]carbonyl}amino)-1H-benzimidazol-2-yl}ethanoic acid methyl ester